(4-(3,4-difluorophenoxy)-3,5-difluorophenyl)methanol FC=1C=C(OC2=C(C=C(C=C2F)CO)F)C=CC1F